tert-butyl (2R,3S,4S)-4-[(tert-butoxycarbonyl)oxy]-3-({[4-(diethylamino)butyl]carbamoyl}oxy)-2-[(4-methoxyphenyl)methyl]pyrrolidine-1-carboxylate C(C)(C)(C)OC(=O)O[C@@H]1[C@H]([C@H](N(C1)C(=O)OC(C)(C)C)CC1=CC=C(C=C1)OC)OC(NCCCCN(CC)CC)=O